The molecule is a quadruply-charged organic cation arising from protonation of the four amino groups of kanamycin A; major species at pH 7.3. It has a role as a bacterial metabolite. It is a conjugate acid of a kanamycin A. C1[C@H]([C@@H]([C@H]([C@@H]([C@H]1[NH3+])O[C@@H]2[C@@H]([C@H]([C@@H]([C@H](O2)C[NH3+])O)O)O)O)O[C@@H]3[C@@H]([C@H]([C@@H]([C@H](O3)CO)O)[NH3+])O)[NH3+]